N-(1-(2-fluoro-3-(trifluoromethyl)phenyl)ethyl)-6-oxo-1,6-dihydropyridazine-3-carboxamide FC1=C(C=CC=C1C(F)(F)F)C(C)NC(=O)C1=NNC(C=C1)=O